C1(CCCC1)N1C(=CC2=C1N=C(N=C2)NC2=NC=C(C=C2)N2CCNCC2)C(=O)N(C)C 7-Cyclopentyl-N,N-dimethyl-2-{[5-(1-piperazinyl)-2-pyridinyl]amino}-7H-pyrrolo[2,3-d]pyrimidine-6-carboxamide